tert-butyl N-[4-[tert-butoxycarbonyl(methyl)sulfamoyl]-2-(2-trimethylsilylethynyl)phenyl]-N-[[4-(trifluoromethyl)phenyl]methyl]carbamate C(C)(C)(C)OC(=O)N(S(=O)(=O)C1=CC(=C(C=C1)N(C(OC(C)(C)C)=O)CC1=CC=C(C=C1)C(F)(F)F)C#C[Si](C)(C)C)C